diaminoammonium carbonate C([O-])([O-])=O.N[NH2+]N.N[NH2+]N